sodium potassium arsenite [As]([O-])([O-])O.[K+].[Na+]